COC=1C(=CC(=C(C1)N1CCC2(CCN(CC2)C(=O)OCC2=CC=CC=C2)CC1)C=C)[N+](=O)[O-] benzyl 9-(5-methoxy-4-nitro-2-vinylphenyl)-3,9-diazaspiro[5.5]undecane-3-carboxylate